ClC1=CC=C(C=C1)NC(C(CC(=O)OC)OC)=O methyl 4-((4-chlorophenyl) amino)-3-methoxy-4-oxobutanoate